C(#N)C1=CC=C(C=N1)C=1C=C2C(=C(C=NC2=CC1)C(=O)NCCC(C)(C)O)NC(C)C 6-(6-cyanopyridin-3-yl)-N-(3-hydroxy-3-methylbutyl)-4-(isopropylamino)quinoline-3-carboxamide